5-(N-ethyl-N-sulfonylpropylamino)benzene C(C)N(CCC=S(=O)=O)C=1C=CC=CC1